ClC1=CC(=NC=C1)N1C=C(C2=C1N=CN=C2N2[C@H](CN(CC2)C(=O)OC(C)(C)C)C)N(CCOC)CC tert-butyl (S)-4-(7-(4-chloropyridin-2-yl)-5-(ethyl(2-methoxyethyl)amino)-7H-pyrrolo[2,3-d]pyrimidin-4-yl)-3-methylpiperazine-1-carboxylate